OC1=NC=CC=C1 (R)-hydroxypyridine